OC1=C(C=O)C=C(C=C1)CN1CCN(CC1)C1=C(C=C(C=C1)C1=NC(=NO1)C1=CC(=CC=C1)C(F)(F)F)[N+](=O)[O-] hydroxy-5-((4-(2-nitro-4-(3-(3-(trifluoromethyl)phenyl)-1,2,4-oxadiazol-5-yl)phenyl)piperazin-1-yl)methyl)benzaldehyde